6-methoxy-1-((2-methyl-4'-(trifluoromethoxy)-[1,1'-biphenyl]-3-yl)methyl)-1H-indole COC1=CC=C2C=CN(C2=C1)CC=1C(=C(C=CC1)C1=CC=C(C=C1)OC(F)(F)F)C